CN(C=1C=C(OCCOCC2=NC=CC(=C2)N(CC2=CC(=CC=C2)N2CCN(CC2)C)CC2=CC(=CC=C2)OC)C=CC1)C 2-((2-(3-(dimethylamino)phenoxy)ethoxy)methyl)-N-(3-methoxybenzyl)-N-(3-(4-methylpiperazin-1-yl)benzyl)pyridin-4-amine